C(C(=C)C)(=O)OCO hydroxymethyl Methacrylate